[N+](=O)([O-])C=1C=C(C=C(C1C(=O)O)[N+](=O)[O-])C 3,5-dinitro-4-toluic acid